1-(4-benzyl-3-oxo-3,4-dihydro-2H-benzo[b][1,4]thiazin-6-yl)-3-(5-(5-chloropyridin-3-yl)-1H-indol-3-yl)urea C(C1=CC=CC=C1)N1C2=C(SCC1=O)C=CC(=C2)NC(=O)NC2=CNC1=CC=C(C=C21)C=2C=NC=C(C2)Cl